COC=1C=C(C=C(C1CN1CCN(CC1)C1CCNCC1)OC)C1=CN(C(C2=CN=CC=C12)=O)C 4-(3,5-dimethoxy-4-[(4-(piperidin-4-yl)piperazin-1-yl)methyl]phenyl)-2-methyl-1,2-dihydro-2,7-naphthyridin-1-one